CN(C1CCN(CC1)C(CN1N=CC(=C1)NC1=NN2C(C(=CC=C2)N2CC(C2)(N2N=CC(=C2)C2=C(C=CC=C2)C)CC#N)=N1)=O)C1COC1 2-[1-[2-[[1-[2-[4-[Methyl(oxetan-3-yl)amino]-1-piperidyl]-2-oxoethyl]pyrazol-4-yl]amino]-[1,2,4]triazolo[1,5-a]pyridin-8-yl]-3-[4-(o-tolyl)pyrazol-1-yl]azetidin-3-yl]acetonitril